N[C@@H](C=O)[C@@H](O[C@H](C)C(=O)O)[C@H](O)[C@H](O)CO 2-amino-3-O-[(R)-1-carboxyethyl]-2-deoxy-D-glucose